dodecyl-o-hydroxybenzoic acid C(CCCCCCCCCCC)C=1C(=C(C(=O)O)C=CC1)O